ClC1=CC(=C2C(=N1)C(N(C2C2=C(C=CC(=C2)F)Cl)CC2=CC=C(C=C2)OC)=O)Cl 2,4-Dichloro-5-(2-chloro-5-fluorophenyl)-6-(4-methoxybenzyl)-5,6-dihydro-7H-pyrrolo[3,4-b]pyridin-7-one